COC=1C=C(C=CC1OC)C1=NOC(=C1C(=O)NC1=CC(=CC=C1)C(F)(F)F)C 3-(3,4-Dimethoxyphenyl)-5-methyl-N-(3-(trifluoromethyl)phenyl)isoxazole-4-carboxamide